NC=1C=C(C=C(C1)C(F)(F)F)[C@@H](C)NC1=NC(=NC=2C=C3C(=CC12)OCO3)C (R)-N-(1-(3-amino-5-(trifluoromethyl)phenyl)ethyl)-6-methyl-[1,3]dioxolo[4,5-g]quinazolin-8-amine